C(CCCCCCC)C(C(=O)O)=CC1=CC=C(C=C1)OC.COC1=CC=C(C=CC(=O)OCC(CCCC)CC)C=C1 2-ethylhexyl p-methoxycinnamate (octyl para-methoxycinnamate)